3-(bis(2-n-propyl)amino)propionamide CC(C)N(CCC(=O)N)C(C)C